BrC=1C=C(C=C(C1)Br)C(=O)C1=CC=C(C=C1)C(F)(F)F (3,5-dibromophenyl)(4-(trifluoromethyl)phenyl)methanone